3-fluoro-5-isothiocyanato-pyridine FC=1C=NC=C(C1)N=C=S